(R)-2-(2-(3-((benzyloxy)methyl)-1-(2-(pyridin-2-yl)propan-2-yl)pyrrolidin-3-yl)ethyl)benzonitrile C(C1=CC=CC=C1)OC[C@]1(CN(CC1)C(C)(C)C1=NC=CC=C1)CCC1=C(C#N)C=CC=C1